2-fluoro-4-(4-methylpiperazin-1-yl)aniline FC1=C(N)C=CC(=C1)N1CCN(CC1)C